C(C)(C)C=1C=NN2C1N=C(C=C2)C2=NC(=NC=C2)SC 3-isopropyl-5-(2-methylsulfanylpyrimidin-4-yl)pyrazolo[1,5-a]pyrimidine